1-Methyl-2-oxo-4-[4-(4-phenoxyphenyl)piperidin-1-yl]-1,2-dihydro-quinoline-3-carbonitrile CN1C(C(=C(C2=CC=CC=C12)N1CCC(CC1)C1=CC=C(C=C1)OC1=CC=CC=C1)C#N)=O